CN1N=C2C=CC(=C(C2=C1)C)B1OC(C(O1)(C)C)(C)C 2,4-Dimethyl-5-(4,4,5,5-tetramethyl-1,3,2-dioxaborolan-2-yl)-2H-indazole